Trimethylhydroxypropyl-ammonium octanoate C(CCCCCCC)(=O)[O-].C[N+](CCCO)(C)C